rac-tert-butyl ((4-((5-((1R,3S)-3-((4-isopropyl-4H-1,2,4-triazol-3-yl)oxy)cyclopentyl)pyrimidin-2-yl)amino)phenyl)sulfonyl)carbamate C(C)(C)N1C(=NN=C1)O[C@@H]1C[C@@H](CC1)C=1C=NC(=NC1)NC1=CC=C(C=C1)S(=O)(=O)NC(OC(C)(C)C)=O |r|